NN1C(=NC(=C1C(=O)N)C1=CC=C(C=C1)C(NC1=NC=CC(=C1)C)=O)[C@H]1N(CCC1)C(C#CC)=O (S)-1-amino-2-(1-(but-2-ynoyl)pyrrolidin-2-yl)-4-(4-((4-methylpyridin-2-yl)carbamoyl)phenyl)-1H-imidazole-5-carboxamide